diethylaminoacetaldehyde methacrylate C(C(=C)C)(=O)O.C(C)N(CC)CC=O